6-methyl-N-(3-phenylprop-2-yn-1-yl)-2-(trifluoromethyl)thieno[2,3-d]pyrimidin-4-amine CC1=CC2=C(N=C(N=C2NCC#CC2=CC=CC=C2)C(F)(F)F)S1